2-FLUORONAPHTHALENE-7-BORONIC ACID FC1=CC2=CC(=CC=C2C=C1)B(O)O